COC1(CCN(CC1)C1=C(C=C(C=C1)[N+](=O)[O-])OC)C 4-methoxy-1-(2-methoxy-4-nitro-phenyl)-4-methyl-piperidine